8-amino-5-bromo-7-(7-fluoro-1H-indazol-4-yl)-10H-pyrido[2,3-f]quinoxalin-9-one NC1=C(C2=C(C=3N=CC=NC3C(=C2)Br)NC1=O)C1=C2C=NNC2=C(C=C1)F